methyl (S)-4,4-difluoro-2-(3-iodopropyl)pyrrolidine-2-carboxylate FC1(C[C@](NC1)(C(=O)OC)CCCI)F